bis(triethylsilyl) (trimethylsilyl) phosphate P(=O)(O[Si](CC)(CC)CC)(O[Si](CC)(CC)CC)O[Si](C)(C)C